CS(=O)(=O)[O-].C(C)[NH+]1CC(CC1)CCCC 1-ethyl-3-butylpyrrolidinium methanesulfonate